BrC=1C=C(N(N1)CC(F)F)C(=O)NC1=C(C=C(C=C1C)Cl)C(N)=O 5-bromo-N-(2-carbamoyl-4-chloro-6-methyl-phenyl)-2-(2,2-difluoroethyl)pyrazole-3-carboxamide